C(C)(C)(C)C=1C=C(CSCC(=O)OCCCCCC(C)C)C=C(C1O)C(C)(C)C isooctyl 3,5-di-tert-butyl-4-hydroxybenzylmercaptoacetate